3-(2-methyl-1,3-oxazol-4-yl)propanal CC=1OC=C(N1)CCC=O